ClC=1C=C(C=C(C1O)Cl)N1N=C(C(NC1=O)=O)C(=O)O 2-(3,5-dichloro-4-hydroxyphenyl)-3,5-dioxo-2,3,4,5-tetrahydro-1,2,4-triazine-6-carboxylic acid